ClC(OC1=CC=C(C=C1)NC(=O)C=1C=C2CCN(C2=C(C1)C1=NNC=C1)C1CC(C1)CO)(F)F N-(4-(chlorodifluoromethoxy)phenyl)-1-(3-(hydroxymethyl)cyclobutyl)-7-(1H-pyrazol-3-yl)indoline-5-carboxamide